benzyl-(1-(2-(4H-1,2,4-triazol-4-yl)quinolin-4-yl)ethyl)carbamate C(C1=CC=CC=C1)OC(NC(C)C1=CC(=NC2=CC=CC=C12)N1C=NN=C1)=O